BrC=1C=C2CCC(NC2=CC1NC(=O)N[C@@H](C)C=1N(N=CN1)C1=NC=CC=N1)=O 1-(6-bromo-2-oxo-3,4-dihydro-1H-quinolin-7-yl)-3-[(1S)-1-(2-pyrimidin-2-yl-1,2,4-triazol-3-yl)ethyl]urea